2-amino-N,N-dimethyl-5-(4,4,5,5-tetramethyl-1,3,2-dioxaborolan-2-yl)pyridine-3-carboxamide NC1=NC=C(C=C1C(=O)N(C)C)B1OC(C(O1)(C)C)(C)C